[C-](S(=O)(=O)C(F)(F)F)(S(=O)(=O)C(F)(F)F)S(=O)(=O)C(F)(F)F.CN1C(=[N+](C=C1)CCC)C 1,2-dimethyl-3-propylimidazolium tris(trifluoromethylsulfonyl)methide